7-chloro-6-fluoro-1-(2-isopropyl-4-(prop-1-en-2-yl)pyridin-3-yl)pyrido[2,3-d]Pyrimidine-2,4(1H,3H)-dione ClC=1C(=CC2=C(N(C(NC2=O)=O)C=2C(=NC=CC2C(=C)C)C(C)C)N1)F